N1(CCCC1)S(=O)(=O)C1=CC=C(C=C1)CC(=O)N1CCN(CC1)C=1C=CC=2N(N1)C=NN2 2-[4-(pyrrolidine-1-sulfonyl)phenyl]-1-(4-{[1,2,4]triazolo[4,3-b]pyridazin-6-yl}piperazin-1-yl)ethan-1-one